3-(4-amino-7-(1-ethyl-1H-pyrazol-5-yl)-2-((6-methylpyridin-2-yl)methyl)-2H-[1,2,3]triazolo[4,5-c]pyridin-6-yl)benzonitrile NC1=NC(=C(C=2C1=NN(N2)CC2=NC(=CC=C2)C)C2=CC=NN2CC)C=2C=C(C#N)C=CC2